trans-(1S,2S)-cyclohexanediamine C1(CCCCC1)(N)N